C1=CC=CC=2C3=CC=CC=C3C(C12)COC(=O)NC(C(=O)O)(C)C 2-(9H-fluoren-9-ylmethoxycarbonyl-amino)-2-methylpropanoic acid